C(#N)C(CC1=CC2=C(S1)C=C(S2)C2=CC=C1CCC3(CCN(CC3)C)C1=C2)NC(=O)[C@H]2OCCCCNC2 (2S)-N-[1-cyano-2-(5-{1'-methyl-2,3-dihydrospiro[indene-1,4'-piperidin]-6-yl}thieno[3,2-b]thiophen-2-yl)ethyl]-1,4-oxazocane-2-carboxamide